C=C1CC2(CC(CN2C1)=C)COC1=NC2=C(C(=C(C=C2C(=N1)N1C[C@H]2C[C@H]([C@@H](C1)C2)O)F)C2=CC(=CC1=CC=C(C(=C21)CC)F)O)F (1R,5R,6R)-3-(2-((2,6-dimethylenetetrahydro-1H-pyrrolizin-7a(5H)-yl)methoxy)-7-(8-ethyl-7-fluoro-3-hydroxynaphthalen-1-yl)-6,8-difluoroquinazolin-4-yl)-3-azabicyclo[3.2.1]octan-6-ol